5-chloro-7-((2S,5R)-4-(1-(4-chlorophenyl)-3-methylbutyl)-2,5-dimethylpiperazin-1-yl)-3-(((S)-tetrahydrofuran-2-yl)methyl)-3H-imidazo[4,5-b]pyridine ClC1=CC(=C2C(=N1)N(C=N2)C[C@H]2OCCC2)N2[C@H](CN([C@@H](C2)C)C(CC(C)C)C2=CC=C(C=C2)Cl)C